(Z)-4,4'-(but-2-ene-1,4-diylbis(oxy))dibenzoic acid C(\C=C/COC1=CC=C(C(=O)O)C=C1)OC1=CC=C(C(=O)O)C=C1